ClC1=C(C=CC=C1C1C(NC(CC1)=O)=O)C1=CC=C(C=C1)CC=1SC=CC1 3-(2-chloro-4'-(thiophen-2-ylmethyl)-[1,1'-biphenyl]-3-yl)piperidine-2,6-dione